CC1=C(C=NS1)C(=O)OCCCN1N=C(C=2C(NCC3(CCOCC3)CC21)=O)CC 3-(3-ethyl-4-oxo-spiro[6,8-dihydro-5H-pyrazolo[4,3-c]azepine-7,4'-tetrahydropyran]-1-yl)propyl 5-methylisothiazole-4-carboxylate